C(C1=CC=CC=C1)OC1=CC2=C(N(C(=N2)C2=C(C=C(C=C2)[N+](=O)[O-])O)CC2=CC=C(C=C2)F)C=C1 5-(Benzyloxy)-1-(4-fluorobenzyl)-2-(4-nitro-2-hydroxyphenyl)-1H-benzo[d]imidazole